3-(5-(((4-((3-chloro-4-fluorophenyl)amino)-7-(((S)-tetrahydrofuran-3-yl)oxy)quinazolin-6-yl)amino)methyl)-6-fluoro-1-oxoisoindolin-2-yl)piperidine-2,6-dione ClC=1C=C(C=CC1F)NC1=NC=NC2=CC(=C(C=C12)NCC=1C=C2CN(C(C2=CC1F)=O)C1C(NC(CC1)=O)=O)O[C@@H]1COCC1